OC(C)C=1C(=NC(=CC1)N1C=NC2=C1C=CC(=C2)C2=CC=C1C(=N2)C(N(C1)C)=O)N1N=C(C=C1C)C#N 1-[3-(1-hydroxyethyl)-6-[5-(6-methyl-7-oxo-5H-pyrrolo[3,4-b]-pyridin-2-yl)benzimidazol-1-yl]-2-pyridyl]-5-methyl-pyrazole-3-carbonitrile